CC1OC2(OC1)CC1=C(C=C(S1)N(CC1=C(C=C(C=C1)F)F)C(C)=O)CC2 Methyl-2-[acetyl(2,4-difluorobenzyl)amino]-4,7-dihydro-5H-spiro[1-benzothiophene-6,2'-[1,3]dioxolane]